FC1=CC=C(C=C1)C1=NOC(=N1)C1(CC1)C(=O)N 1-[3-(4-Fluorophenyl)-1,2,4-oxadiazol-5-yl]cyclopropane-1-carboxamide